Cl.O=C1NC(CCC1N1C(C2=CC=C(C=C2C1)CNC(C(C1=CC(=CC=C1)OCCNC)(F)F)=O)=O)=O N-((2-(2,6-dioxopiperidin-3-yl)-1-oxoisoindolin-5-yl)methyl)-2,2-difluoro-2-(3-(2-(methylamino)ethoxy)phenyl)acetamide hydrochloride